C(C)(C)(C)OC(=O)N1[C@H]([C@@H](CC1)O)C(=O)O (2R,3R)-1-(t-butoxycarbonyl)-3-hydroxylpyrrolidin-2-carboxylic acid